1-((2-(methylthio)pyrimidin-4-yl)methyl)-3-(phenylethynyl)-4-(4-(trifluoromethyl)phenyl)-1H-pyrrole-2,5-dione CSC1=NC=CC(=N1)CN1C(C(=C(C1=O)C1=CC=C(C=C1)C(F)(F)F)C#CC1=CC=CC=C1)=O